(S)-2-((1-(2-(bis(3-cyclopropylphenyl)methylene)hydrazineyl)-1-oxopropan-2-yl)carbamoyl)-4-methoxypyridin-3-yl butyrate C(CCC)(=O)OC=1C(=NC=CC1OC)C(N[C@H](C(=O)NN=C(C1=CC(=CC=C1)C1CC1)C1=CC(=CC=C1)C1CC1)C)=O